C1(CC1)C=1N=C(C(=NC1C=1C2=C(C=NC1)N(C=N2)C)C(=O)N)NC=2C(=NN(C2)CC(F)(F)F)C 5-Cyclopropyl-6-(3-methylimidazo[4,5-c]pyridin-7-yl)-3-[[3-methyl-1-(2,2,2-trifluoroethyl)pyrazol-4-yl]amino]pyrazin-2-carboxamid